hexahydropyridazine N1NCCCC1